2-(5-Fluoro-6-(4-(1-methyl-piperidin-4-yl)phenyl)-4-oxoquinazolin-3(4H)-yl)-2-(3-fluorophenyl)acetic acid FC1=C2C(N(C=NC2=CC=C1C1=CC=C(C=C1)C1CCN(CC1)C)C(C(=O)O)C1=CC(=CC=C1)F)=O